N-(4-cyano-7-(4-isopropylphenyl)-2,3-dihydrobenzofuran-5-yl)methacrylamide C(#N)C1=C(C=C(C2=C1CCO2)C2=CC=C(C=C2)C(C)C)NC(C(=C)C)=O